[Cu](Br)Br.BrC1=NN2C(C(=C(C=C2)C=2C=NN(C2)C(C)OCC)OCC)=N1 2-bromo-8-ethoxy-7-(1-(1-ethoxyethyl)-1H-pyrazol-4-yl)-[1,2,4]triazolo[1,5-a]pyridine Copper (II) bromide